C1(=CC=CC=C1)O.[P].[Si] silicon phosphorus phenol